perfluorohexyl-sulphonylacetic acid FC(C(=O)O)(S(=O)(=O)C(C(C(C(C(C(F)(F)F)(F)F)(F)F)(F)F)(F)F)(F)F)F